1-(([1,1'-biphenyl]-4-ylmethoxy)methyl)naphthalene C1(=CC=C(C=C1)COCC1=CC=CC2=CC=CC=C12)C1=CC=CC=C1